ClC1=C(C(=O)NCCCN(C)C)C=C(C(=C1)C=1C=C2C=CC=NC2=C(C1)O)Cl 2,5-dichloro-N-(3-(dimethylamino)propyl)-4-(8-hydroxyquinolin-6-yl)benzamide